FC1=C(C=C2C(N1C(C(=O)NN1C=CC=C1)CC)=NC(=N2)SCC2=CC=C(C=C2)F)F 2-(5,6-difluoro-2-((4-fluorobenzyl)thio)-4H-imidazo[4,5-b]pyridin-4-yl)-N-(1H-pyrrol-1-yl)butanamide